4-(4-aminophenoxy)-3-isobutylbenzenamine NC1=CC=C(OC2=C(C=C(C=C2)N)CC(C)C)C=C1